N-(1-(2-(cyclopropanesulfonamido)thiazol-4-yl)cyclopropyl)isoquinoline-3-carboxamide C1(CC1)S(=O)(=O)NC=1SC=C(N1)C1(CC1)NC(=O)C=1N=CC2=CC=CC=C2C1